5-(2-fluoro-6-hydroxy-4-(((4-methylpyridin-2-yl)amino)methyl)phenyl)-1,2,5-thiadiazolidin-3-one 1,1-dioxide FC1=C(C(=CC(=C1)CNC1=NC=CC(=C1)C)O)N1CC(NS1(=O)=O)=O